Benzyl (2S)-1-[(18S)-18-(2-tert-butoxy-2-oxoethyl)-2,2,5,8,11,14-hexamethyl-4,7,10,13,16,19-hexaoxo-3-oxa-5,8,11,14,17-pentaazanonadecan-19-yl]pyrrolidine-2-carboxylate C(C)(C)(C)OC(C[C@H](NC(CN(C(CN(C(CN(C(CN(C(OC(C)(C)C)=O)C)=O)C)=O)C)=O)C)=O)C(=O)N1[C@@H](CCC1)C(=O)OCC1=CC=CC=C1)=O